N1N=NC(=C1)C=1C=CC=C(C1)O 5-(1H-1,2,3-triazol-4-yl)phenol